4-methyl-1-(3-(3-methyl-1H-indazol-5-yl)imidazo[1,2-b]pyridazin-6-yl)piperidin-4-amine CC1(CCN(CC1)C=1C=CC=2N(N1)C(=CN2)C=2C=C1C(=NNC1=CC2)C)N